2,3,5,6-tetrafluoro-benzaldehyde FC1=C(C=O)C(=C(C=C1F)F)F